ClC=1C=C(CNC2=NC(=NC3=CC=C(C=C23)C=2C(=NOC2C)C)C)C=CC1 N-(3-chlorobenzyl)-6-(3,5-dimethylisoxazol-4-yl)-2-methyl-quinazolin-4-amine